C(C)OC(=O)C1=C(N=C(S1)NC1=NC(=CC(=N1)NCC1=CC=C(C=C1)S(=O)(=O)C)C=1C=NC=CC1)C 2-[4-(4-methanesulfonylbenzylamino)-6-pyridin-3-ylpyrimidin-2-ylamino]-4-methylthiazole-5-carboxylic acid ethyl ester